C1(CC1)C1=C2CCNC2=CC=C1 4-cyclopropyl-indoline